C(C)OC1C(N(N(CC1)C(=O)OC(C)(C)C)C(=O)OC(C)(C)C)C(=O)OCC 1,2-di-tert-butyl 3-ethyl 4-ethoxy-1,2-diazinane-1,2,3-tricarboxylate